(1S,3S,5S)-2-[(2S)-2-amino-2-(3-hydroxyadamantan-1-yl)acetyl]-2-azabicyclo[3.1.0]hexane-3-carbonitrile monohydrate O.N[C@H](C(=O)N1[C@H]2C[C@H]2C[C@H]1C#N)C12CC3(CC(CC(C1)C3)C2)O